COC(C1=CC(=CC=C1)C1(OCCO1)C)=O 3-(2-methyl-1,3-dioxolan-2-yl)benzoic acid methyl ester